(S)-2-((tert-Butoxycarbonyl)amino)-4-(pyridin-3-yl)butanoic acid C(C)(C)(C)OC(=O)N[C@H](C(=O)O)CCC=1C=NC=CC1